[3-(dimethylamino)propyl]trimethoxysilane CN(CCC[Si](OC)(OC)OC)C